3-chloro-2'-(3-(3,5-dimethyl-1H-1,2,4-triazol-1-yl)-2-fluorophenyl)-3'-fluoro-5',6-dimethyl-2-oxo-2H-[1,4'-bipyridin]-4-yl trifluoromethanesulfonate FC(S(=O)(=O)OC1=C(C(N(C(=C1)C)C1=C(C(=NC=C1C)C1=C(C(=CC=C1)N1N=C(N=C1C)C)F)F)=O)Cl)(F)F